C(C)(C)(C)OC(=O)N1CCC(CC1)N1CCC(CC1)C1=CC=C2C(=NN(C2=C1)C)N1C(NC(CC1)=O)=O 4-(3-(2,4-dioxotetrahydropyrimidin-1(2H)-yl)-1-methyl-1H-indazol-6-yl)-[1,4'-bipiperidine]-1'-carboxylic acid tert-butyl ester